4-chloro-3-(1-((trimethylsilyl)methyl)-1H-1,2,3-triazol-4-yl)aniline ClC1=C(C=C(N)C=C1)C=1N=NN(C1)C[Si](C)(C)C